5-(3-methylimidazo[1,2-a]pyrimidin-6-yl)-N-(trans-3-morpholinocyclobutyl)pyrrolo[2,1-f][1,2,4]triazin-2-amine CC1=CN=C2N1C=C(C=N2)C=2C=CN1N=C(N=CC12)N[C@@H]1C[C@H](C1)N1CCOCC1